3-Cyclopropyl-N-[(2R)-3-methylbutan-2-yl]-6-[3-methyl-4-(trifluoromethyl)phenyl]-4-oxo-4,5-dihydropyrazolo[1,5-a]pyrazine-2-carboxamide C1(CC1)C=1C(=NN2C1C(NC(=C2)C2=CC(=C(C=C2)C(F)(F)F)C)=O)C(=O)N[C@H](C)C(C)C